Ethyl 2,3-dioxo-3-phenylpropionate O=C(C(=O)OCC)C(C1=CC=CC=C1)=O